C(C)(C)(C)OC(=O)NCC(=O)N[C@@H](CC1=CC=CC=C1)C(=O)NCC(=O)O N-(tert-butoxycarbonyl)glycyl-L-phenylalanyl-glycine